C(#N)C1=C(SC2=C1C(=NC=C2F)C=2C1=C(C=3C=NC(=NC3C2F)N2C[C@@H]([C@@H](C2)F)N(C)C)COC1)NC(OC(C)(C)C)=O tert-Butyl (3-cyano-4-(3-((3S,4R)-3-(dimethylamino)-4-fluoropyrrolidin-1-yl)-5-fluoro-7,9-dihydrofuro[3,4-f]quinazolin-6-yl)-7-fluorothieno[3,2-c]pyridin-2-yl)carbamate